3-phenyl-2-(pyridin-3-yl)propionitrile C1(=CC=CC=C1)CC(C#N)C=1C=NC=CC1